CN1C(CC(CC1(C)C)OC(=O)CC(C(CC(=O)OC1CC(N(C(C1)(C)C)C)(C)C)C(=O)OC1CC(N(C(C1)(C)C)C)(C)C)C(=O)OC1CC(N(C(C1)(C)C)C)(C)C)(C)C.C(C=C)(=O)O[SiH3] Acryloxysilane tetrakis(1,2,2,6,6-pentamethyl-4-piperidyl)-1,2,3,4-butanetetracarboxylate